2-Amino-6-((3-methyl-1,2,4-oxadiazol-5-yl)methyl)-7-oxo-6-phenyl-4,5,6,7-tetrahydrobenzo[b]thiophene-3-carboxylic acid NC1=C(C2=C(S1)C(C(CC2)(C2=CC=CC=C2)CC2=NC(=NO2)C)=O)C(=O)O